FC1=CC(=CC=2N(C(=NC21)C)C2CCN(CC2)C)C=2C1=C(N=C(N2)CCC(F)(F)F)NC=C1 (4-fluoro-2-methyl-1-(1-methylpiperidin-4-yl)-1H-benzo[d]imidazol-6-yl)-2-(3,3,3-trifluoropropyl)-7H-pyrrolo[2,3-d]pyrimidine